O[C@@H](C)[C@@H]1[C@H]2CN([C@@H](CN1)CC2)C(=O)OC(C)(C)C tert-butyl (1R,2S,5R)-2-((S)-1-hydroxyethyl)-3,6-diazabicyclo[3.2.2]nonane-6-carboxylate